C(CCC)N(CCCC=C)[C@@H]([C@@H](CC)B1OC(C(O1)(C)C)(C)C)C1=CC=CC=C1 N-butyl-N-((1S,2R)-1-phenyl-2-(4,4,5,5-tetramethyl-1,3,2-dioxaborolan-2-yl)butyl)pent-4-en-1-amine